[NH4+].P(=O)([O-])([O-])OP(=O)([O-])[O-].[NH4+].[NH4+].[NH4+] pyrophosphoric acid, ammonium salt